CC=1C(=CC=2N=C(C=3N(C2C1)C=C1C=CC=CC13)C)C 2,3,6-trimethylisoindolo[2,1-a]quinoxaline